2,5-pentanediol CC(CCCO)O